1-((4-bromophenyl)ethynyl)-2-ethynylbenzene BrC1=CC=C(C=C1)C#CC1=C(C=CC=C1)C#C